methyl-propyldichlorosilane C[Si](Cl)(Cl)CCC